6-(3,5-dimethylisoxazol-4-yl)quinoline-4-carboxylic acid CC1=NOC(=C1C=1C=C2C(=CC=NC2=CC1)C(=O)O)C